NC1=NC=2C=CC=CC2C2=C1N=C(N2CC2=CC=C(CNC(CCCCCCCCCCC)=O)C=C2)CCCC N-(4-((4-amino-2-butyl-1H-imidazo[4,5-c]quinolin-1-yl)methyl)benzyl)dodecanamide